C1(=CC=CC=C1)C1=CC=C(O1)CCN1C(CSC12CCN(CC2)C(=O)OC(C)(C)C)=O tert-butyl 4-(2-(5-phenylfuran-2-yl) ethyl)-3-oxo-1-thia-4,8-diazaspiro[4.5]decane-8-carboxylate